ClC=1C=C(C(=NC1)C)NC(\C=C\C1=C(C=C2C(=N1)N(N=C2C#C)C2OCCCC2)F)=O (E)-N-(5-chloro-2-methylpyridin-3-yl)-3-(3-ethynyl-5-fluoro-1-(tetrahydro-2H-pyran-2-yl)-1H-pyrazolo[3,4-b]pyridin-6-yl)acrylamide